tridecyl (S)-3-(3,5-difluorophenyl)-2-(((S)-(perfluorophenoxy)(phenoxy)phosphoryl)amino)propanoate FC=1C=C(C=C(C1)F)C[C@@H](C(=O)OCCCCCCCCCCCCC)N[P@](=O)(OC1=CC=CC=C1)OC1=C(C(=C(C(=C1F)F)F)F)F